3-(((1-phenyl-3-(4-(trifluoromethyl)phenyl)-1H-pyrazol-4-yl)methyl)amino)isonicotinic acid C1(=CC=CC=C1)N1N=C(C(=C1)CNC1=C(C(=O)O)C=CN=C1)C1=CC=C(C=C1)C(F)(F)F